NC1=NN2C(N=CC=C2)=C1C(=O)NC(C)C=1C=C(C=2N(C1C1=CC=CC=C1)C(=NC2C#C)C)Cl 2-Amino-N-[1-(8-chloro-1-ethynyl-3-methyl-5-phenylimidazo[1,5-a]pyridin-6-yl)ethyl]pyrazolo[1,5-a]pyrimidine-3-carboxamide